FC1=NC(=CC=C1C(=O)C1=CC=NC=C1)F (2,6-difluoropyridin-3-yl)(pyridin-4-yl)methanone